S(=O)(=O)(ON1[C@@H]2CC[C@H](N(C1=O)C2)C(COC)(F)F)O (2S,5R)-2-(1,1-difluoro-2-methoxyethyl)-7-oxo-1,6-diazabicyclo[3.2.1]octan-6-yl hydrogen sulfate